{[(4-methoxyphenyl)methyl]amino}-N-{4-[2-oxo-2-(3-oxopiperazinyl)ethyl]phenyl}carboxamide COC1=CC=C(C=C1)CNC(=O)NC1=CC=C(C=C1)CC(N1CC(NCC1)=O)=O